FC(C)([C@]1(CN(CC1)C(C)(C)C=1C=NC(=CC1)C)CCC=1SC(=CC1)F)NC(=O)NC(C)C |o1:3| 1-(1-fluoro-1-((R or S)-3-(2-(5-fluoro-thiophen-2-yl)ethyl)-1-(2-(6-methylpyridin-3-yl)propan-2-yl)pyrrolidin-3-yl)ethyl)-3-isopropylurea